(S)-N-((S)-2-(dimethylamino)-3-(1H-indazol-5-yl)propyl)-3-phenyl-3-(1-(trifluoromethyl)cyclopropyl)acrylamide CN([C@H](CNC(C=C(C1(CC1)C(F)(F)F)C1=CC=CC=C1)=O)CC=1C=C2C=NNC2=CC1)C